7-chloro-6-(trifluoromethyl)quinazoline-2,4(1H,3H)-dione ClC1=C(C=C2C(NC(NC2=C1)=O)=O)C(F)(F)F